C(CCCCC)OC(COCC(=O)NCCCCCC)=O.C(CCCCCCC)[N+](CC(=O)OCC)(CCCCCCCC)CCCCCCCC trioctyl(2-ethoxy-2-oxoethyl)ammonium dihexyl-diglycolamate